cyclopentadienyl-tetramethyl-cyclopentadienyl-tert-butylamino-dimethyl-titanium dichloride [Cl-].[Cl-].C1(C=CC=C1)C[Ti](C)(NC(C(C)(C)C)(CC)C)C1C=CC=C1